5-(2,2-difluoroethoxy)-pyrimidine FC(COC=1C=NC=NC1)F